(S)-4-ethyl-4,5-dihydrooxazole C(C)[C@@H]1N=COC1